4-bromo-5-methyl-2,1,3-benzoxadiazole BrC1=C(C=CC2=NON=C21)C